C(C1=CC=CC=C1)N1C(C=2C(C1=O)=CC=CC2)=O N-benzyl-phthalimide